CC=C(C(=O)O)C.C(C(=C)C)(=O)OC methyl methacrylate (Methylmethacrylat)